OCC(CO)(N)CO.P(=O)(OC)(O)O methyl hydrogen phosphate 1,3-dihydroxy-2-(hydroxymethyl)propan-2-amine salt